Tert-butyl (6-(((3-(1-ethyl-1H-1,2,4-triazol-3-yl)-4-methoxy-5-nitrobenzyl)oxy)methyl)-5-fluoropyridin-2-yl)carbamate C(C)N1N=C(N=C1)C=1C=C(COCC2=C(C=CC(=N2)NC(OC(C)(C)C)=O)F)C=C(C1OC)[N+](=O)[O-]